[Ca].[Si] silicon calcium